2,14-dihydroxy-1,15-bis(pentylthio)pentadecan-8-one OC(CSCCCCC)CCCCCC(CCCCCC(CSCCCCC)O)=O